COC1=NC=C(C(=N1)OC)C=1C=C(C=2N(N1)C(=CN2)F)[C@@H]2[C@H](C2)C2=CC=C(C=C2)OC(F)(F)F |r| racemic-6-(2,4-dimethoxypyrimidin-5-yl)-3-fluoro-8-((1S,2S)-2-(4-(trifluoromethoxy)phenyl)cyclopropyl)imidazo[1,2-b]pyridazine